FC(CCC1=NC=CC(=N1)N)(F)F 3,3,3-trifluoropropylpyrimidin-4-amine